2-chloro-4-(((1R,2S)-1-(5-(4-(4-((7-ethyl-6-oxo-5,6-dihydro-1,5-naphthyridin-3-yl)methyl)piperazin-1-yl)phenyl)-1,3,4-oxadiazol-2-yl)-2-hydroxypropyl)amino)benzonitrile ClC1=C(C#N)C=CC(=C1)N[C@H]([C@H](C)O)C=1OC(=NN1)C1=CC=C(C=C1)N1CCN(CC1)CC=1C=NC=2C=C(C(NC2C1)=O)CC